6-{5-chloro-2-[(oxan-4-yl)amino]pyrimidin-4-yl}-2-{2-[(3R)-3-(hydroxymethyl)-1,2,3,4-tetrahydroisoquinolin-2-yl]-2-oxoethyl}-2,3-dihydro-1H-isoindol-1-one ClC=1C(=NC(=NC1)NC1CCOCC1)C1=CC=C2CN(C(C2=C1)=O)CC(=O)N1CC2=CC=CC=C2C[C@@H]1CO